NC(CC[C@@H](C#C)NC([C@H](CC1=CC=CC=C1)NC(=O)C=1NC2=CC=CC=C2C1)=O)=O N-((S)-1-(((S)-6-amino-6-oxohex-1-yn-3-yl)amino)-1-oxo-3-phenylpropan-2-yl)-1H-indole-2-carboxamide